(3S)-3-(benzyloxycarbonylamino)-5-hydroxy-pentanoic acid tert-butyl ester C(C)(C)(C)OC(C[C@H](CCO)NC(=O)OCC1=CC=CC=C1)=O